C(C)(=O)OC[C@H]1O[C@H]([C@@H](C1)OC(C)=O)N1C2=NC(=NC(=C2NC1=O)Cl)N ((2S,4R,5R)-4-acetoxy-5-(2-amino-6-chloro-8-oxo-7,8-dihydro-9H-purin-9-yl)tetrahydrofuran-2-yl)methyl acetate